(S)-N-((1r,4S)-4-amino-4-(trifluoromethyl)cyclohexyl)-4-(5-(5-fluoro-2-methoxypyridin-4-yl)-1H-pyrazole-3-carbonyl)-4-azaspiro[2.5]octane-7-carboxamide NC1(CCC(CC1)NC(=O)[C@H]1CCN(C2(CC2)C1)C(=O)C1=NNC(=C1)C1=CC(=NC=C1F)OC)C(F)(F)F